BrCCC1=CC(=NC=C1)CC(C)C 4-(2-bromoethyl)-2-isobutylpyridine